FC(C(=O)O)(F)F.FC(C(=O)O)(F)F.C1(=CC=C(C=C1)C[C@H]1C[C@@H](NC1)C(=O)N[C@H](C(=O)NCC=1C=C2C(=NC1)NC=C2Cl)C)C2=CC=CC=C2 (2R,4S)-4-([1,1'-Biphenyl]-4-ylmethyl)-N-((S)-1-(((3-chloro-1H-pyrrolo[2,3-b]pyridin-5-yl)methyl)amino)-1-oxopropan-2-yl)pyrrolidine-2-carboxamide Di-trifluoroacetate salt